N-(4,7,10,12,16,19-docosahexaenoyl)histidine C(CCC=CCC=CCC=CC=CCCC=CCC=CCC)(=O)N[C@@H](CC1=CNC=N1)C(=O)O